CC1(N=C(C=N1)C1=C(C(=C(C=C1)OC)F)F)C(=O)NC1=CC(=C(C=C1)C(=O)N1CCN(CC1)C(CC1CCNCC1)=O)Cl 2-methyl-N-[3-chloro-4-[4-[2-(4-piperidinyl)acetyl]piperazine-1-carbonyl]phenyl]-5-(2,3-difluoro-4-methoxy-phenyl)-imidazole-2-carboxamide